C(C)OC(\C=C/CC)=O (z)-pent-2-enoic acid ethyl ester